4,4'-oxydibenzimidamide O(C1=CC=C(C(N)=N)C=C1)C1=CC=C(C(N)=N)C=C1